The molecule is a hydroxycinnamic acid that is trans-caffeic acid in which the phenolic hydroxy group at position 3 has been converted into its beta-D-glucoside. It has a role as a plant metabolite. It is a hydroxycinnamic acid, a monosaccharide derivative and a beta-D-glucoside. It derives from a trans-caffeic acid. C1=CC(=C(C=C1/C=C/C(=O)O)O[C@H]2[C@@H]([C@H]([C@@H]([C@H](O2)CO)O)O)O)O